CC1=CC=C(C=C1)NC(CCN1C(C=2N(C3=CC=CC=C13)C=CC2)=O)=O N-(4-methylphenyl)-3-(4-oxo-4H,5H-pyrrolo[1,2-a]quinoxalin-5-yl)propanamide